NCCNS(=O)(=O)C1=CC=C(C=C1)NC1=NC=C(C(=N1)C1=CC2=C(N=C(N2C(C)C)C)C(=C1)F)F N-(2-aminoethyl)-4-[[5-fluoro-4-(7-fluoro-3-isopropyl-2-methyl-benzimidazol-5-yl)pyrimidin-2-yl]amino]benzenesulfonamide